[N-](S(=O)(=O)C(F)(F)F)S(=O)(=O)C(F)(F)F.C(C)N1C(N(C=C1)C)C 1-ethyl-2,3-dimethylimidazole bistrifluoromethanesulfonimide salt